1-[(1S)-2-(4-chlorophenoxy)-1-(4-pyridyl)ethyl]-3-[(3R)-4,4-difluorotetrahydrofuran-3-yl]-1-methyl-urea ClC1=CC=C(OC[C@H](C2=CC=NC=C2)N(C(=O)N[C@@H]2COCC2(F)F)C)C=C1